4,5-dichlorophthaloyl chloride ClC=1C=C(C(C(=O)Cl)=CC1Cl)C(=O)Cl